N1=C(C=CC=C1)C=1OC=CN1 Pyridyl-Oxazol